C1(CC1)N1N=CC(=C1C1=NC(=NO1)[C@@H]1CC12CCN(CC2)S(=O)(=O)N)C (1R)-1-[5-(1-Cyclopropyl-4-methyl-1H-pyrazol-5-yl)-1,2,4-oxadiazol-3-yl]-6-azaspiro[2.5]octan-6-sulfonamid